C(=C)C1=CC=C(C=C1)C(C(C)(C)O)=O 1-(4-ethenylphenyl)-2-hydroxy-2-methylpropan-1-one